Tert-Butyl (2R)-5-(2-ethoxy-2-oxoacetyl)-2-methyl-4-oxopiperidine-1-carboxylate C(C)OC(C(=O)C1C(C[C@H](N(C1)C(=O)OC(C)(C)C)C)=O)=O